The molecule is a member of the class of pyrrolidin-2-ones isolated from the fungal fermentation broth of Chaetomium globosum and shown to exhibit inhibitory activity against chemokine receptor CCR-5. It has a role as a Chaetomium metabolite and a chemokine receptor 5 antagonist. It is a carbobicyclic compound, an enol, a monocarboxylic acid, a member of pyrrolidin-2-ones and a member of octahydronaphthalenes. C/C=C(\\C)/[C@@H]1C=C[C@@H]2C[C@@H](C[C@@H]([C@H]2[C@@H]1/C(=C/3\\C(=O)[C@H](NC3=O)C[C@@](C)(C(=O)O)O)/O)C)C